C1(CC1)N1CCC(CC1)N1N=CC(=C1)NC=1N=C(C2=C(N1)SC=C2C)NC2=CC=CC(=N2)C(C)(C)O 2-(6-((2-((1-(1-cyclopropylpiperidin-4-yl)-1H-pyrazol-4-yl)amino)-5-methylthieno[2,3-d]pyrimidin-4-yl)amino)pyridin-2-yl)propan-2-ol